7-(1,4-diazacycloheptan-1-yl)-2-(2-methyl-1,3-benzothiazol-6-yl)-4H-pyrido[1,2-a]pyrimidin-4-one N1(CCNCCC1)C=1C=CC=2N(C(C=C(N2)C2=CC3=C(N=C(S3)C)C=C2)=O)C1